Fmoc-1,6-diaminohexane C1=CC=C2C(=C1)C(C3=CC=CC=C32)COC(=O)NCCCCCCN